(R)-(2-(1H-pyrazol-4-yl)-4-(2-(6-(trifluoromethyl)imidazo[1,2-a]pyridin-3-yl)pyrimidin-4-yl)piperazin-1-yl)(5-methylisoxazol-4-yl)methanone N1N=CC(=C1)[C@H]1N(CCN(C1)C1=NC(=NC=C1)C1=CN=C2N1C=C(C=C2)C(F)(F)F)C(=O)C=2C=NOC2C